N-[2-(5-{1-[(6,7-dimethoxy-2-methylquinazolin-4-yl)amino]ethyl}thiophen-2-yl)-5-fluorobenzyl]-1H-imidazole-5-carboxamide COC=1C=C2C(=NC(=NC2=CC1OC)C)NC(C)C1=CC=C(S1)C1=C(CNC(=O)C2=CN=CN2)C=C(C=C1)F